Ethyl (2-(2-(7-Methoxynaphthalen-2-yl)Thiazol-4-yl)Acetyl)Glycinate COC1=CC=C2C=CC(=CC2=C1)C=1SC=C(N1)CC(=O)NCC(=O)OCC